Dodecyl (4-hydroxy-3-methylphenyl) sulfide OC1=C(C=C(C=C1)SCCCCCCCCCCCC)C